(S)-N-(6-cyclopropyl-6,7-dihydro-5H-pyrrolo[3,4-b]pyridin-2-yl)-2-((S)-4,4-difluoro-3-(6-oxo-1,6-dihydropyridin-3-yl)piperidin-1-yl)propionamide C1(CC1)N1CC2=NC(=CC=C2C1)NC([C@H](C)N1C[C@@H](C(CC1)(F)F)C1=CNC(C=C1)=O)=O